2-[3-(tert-butyl-diphenyl-silyloxy)-2-fluoro-2-methyl-propyl]-1-{2,6-difluoro-4-[1-(3-fluoro-propyl)-azetidin-3-yloxy]-phenyl}-6-fluoro-3-methyl-2,3,4,9-tetrahydro-1H-β-carboline C(C)(C)(C)[Si](OCC(CN1C(C=2NC3=CC=C(C=C3C2CC1C)F)C1=C(C=C(C=C1F)OC1CN(C1)CCCF)F)(C)F)(C1=CC=CC=C1)C1=CC=CC=C1